FC(C(=O)[O-])(C(F)(F)F)OC(C(C(F)(F)F)(OC(F)(F)F)F)(F)F.[NH4+] Ammonium 2,3,3,3-tetrafluoro-2-[1,1,2,3,3,3-hexafluoro-2-(trifluoromethoxy)propoxy]-propionate